ethyl 2-(7-fluoro-4,4-dimethylchroman-5-yl)-2-(3-(5-(5,6,7,8-tetrahydro-1,8-naphthyridin-2-yl)pentyloxy)azetidin-1-yl)acetate FC1=CC(=C2C(CCOC2=C1)(C)C)C(C(=O)OCC)N1CC(C1)OCCCCCC1=NC=2NCCCC2C=C1